5-fluoro-8-(4-fluorophenyl)-9-(4,7-epoxy-5-hydroxyhexahydroisoindole-1,3(2H)-dione-2-yl)-8,9-dihydro-2H-pyrido[4,3,2-de]phthalazin-3(7H)-one FC=1C=C2C=3C(=NNC(C3C1)=O)C(C(N2)C2=CC=C(C=C2)F)N2C(C1C3CC(C(C1C2=O)O3)O)=O